ClC1=C(C(=O)NC(CO)C2=CC=C(C=C2)I)C(=CN=C1)Cl 3,5-dichloro-N-[2-hydroxy-1-(4-iodophenyl)ethyl]isonicotinamide